CC1=C(C=CC(=C1)S(N)(=O)=O)C1=CC(=CC=C1)CN1[C@H](CCC1)C(=O)NC1(CC1)C1=CC=C(C(=O)O)C=C1 (R)-4-(1-(1-((2'-methyl-4'-sulfamoyl-[1,1'-biphenyl]-3-yl)methyl)pyrrolidine-2-carboxamido)cyclopropyl)benzoic acid